The molecule is a chiral mycolic acid analogue comprising 3-hydroxypropanoic acid having a tetracosanyl group at position 2 and a further long-chain alkyl group containing cyclopropyl and methoxy functions attached at position 3. CCCCCCCCCCCCCCCCCCCCCCCC[C@H]([C@@H](CCCCCCCCCCCCCCCCC[C@H]1C[C@H]1CCCCCCCCCCCCCCCC[C@@H]([C@@H](C)CCCCCCCCCCCCCCCCCC)OC)O)C(=O)O